C[C@@H]1CN(C[C@@H](C1)C1=C2C=CC=NC2=C(C=C1)C)C(CC1CCN(CC1)C)=O 1-[(3S,5S)-3-methyl-5-(8-methyl-quinolin-5-yl)-piperidin-1-yl]-2-(1-methyl-piperidin-4-yl)-ethanone